acryloyloxypropyldiethylethoxysilane C(C=C)(=O)OCCC[Si](OCC)(CC)CC